C(C1=CC=CC=C1)N1CC(CCC1)C1=CC=NC=2N1N=C(C2C=2C(=NC=CC2)OC)C 7-(1-Benzylpiperidin-3-yl)-3-(2-methoxypyridin-3-yl)-2-methylpyrazolo[1,5-a]pyrimidine